CN1N=C(C(=C1O[C@H](CNC(OC(C)(C)C)=O)C)C=1C=C2C(=C(N1)C)N(N=C2C=C)C2OCCCC2)C tert-butyl ((2S)-2-((1,3-dimethyl-4-(7-methyl-1-(tetrahydro-2H-pyran-2-yl)-3-vinyl-1H-pyrazolo[3,4-c]pyridin-5-yl)-1H-pyrazol-5-yl)oxy)propyl)carbamate